sodium 2,6-di-tert-butyl-4-sec-butylphenolate C(C)(C)(C)C1=C(C(=CC(=C1)C(C)CC)C(C)(C)C)[O-].[Na+]